C(C)(C)(C)S(=O)N1[C@@H](CCCC1)C1=NC(=NO1)CCCC1=CC=CC=C1 5-((2S)-1-(tert-butylsulfinyl)piperidin-2-yl)-3-(3-phenyl-propyl)-1,2,4-oxadiazole